FC=1C=C(C=C(C1)F)C1CC=NN1C(=O)C12CC(C1)(C2)CN2C(NC1=C2C=CC=C1)=O 1-((3-(5-(3,5-difluorophenyl)-4,5-dihydro-1H-pyrazole-1-carbonyl)bicyclo[1.1.1]-pentan-1-yl)methyl)-1,3-dihydro-2H-benzo[d]-imidazol-2-one